Br.C(CCCCCCCC)N(CCCCCCCCC)CCCCCCCCC trisnonylamine HBr